(pyrazolo[1,5-a]quinazolin-5-yl)benzoic acid N1=CC=C2N1C1=CC=CC=C1C(=N2)C2=C(C(=O)O)C=CC=C2